7-amino-3,4-dihydroquinazolin-2(1H)-one NC1=CC=C2CNC(NC2=C1)=O